6-(3-[4-[[(4-cyclohexylbutyl)amino]-carbonyl]-2-oxazolyl]-7-oxabicyclo[2.2.1]hept-2-yl)-4-hexenoic acid C1(CCCCC1)CCCCNC(=O)C=1N=C(OC1)C1C(C2CCC1O2)CC=CCCC(=O)O